C(C)(C)(C)N(C(O)=O)CC(CCNC1=C2CN(C(C2=CC=C1)=O)C1C(NC(CC1)=O)=O)(C)C.ClC=1C=C(C(=O)NCCCNC(\C=C\C2=C(C=C(C=C2)O)O)=O)C=CC1 (E)-3-chloro-N-[3-[3-(2,4-dihydroxyphenyl)acrylamido]propyl]benzamide tert-butyl-(4-((2-(2,6-dioxopiperidin-3-yl)-1-oxoisoindolin-4-yl)amino)-2,2-dimethylbutyl)carbamate